4-amino-1-((2R,3R,4S,5R)-5-(((tert-butyldimethylsilyl)oxy)methyl)-3-hydroxy-4-((2-sulfido-1,3,2-dithiaphospholan-2-yl)oxy)tetrahydrofuran-2-yl)pyrimidin-2(1H)-one NC1=NC(N(C=C1)[C@@H]1O[C@@H]([C@H]([C@H]1O)OP1(SCCS1)=S)CO[Si](C)(C)C(C)(C)C)=O